BrC1=NN(C(=N1)C(CCOC1OCCCC1)OC1=CC(=CC(=C1)F)Cl)COC 3-bromo-5-(1-(3-chloro-5-fluorophenoxy)-3-((tetrahydro-2H-pyran-2-yl)oxy)propyl)-1-(methoxymethyl)-1H-1,2,4-triazole